NC1=NC(=NN2C1=NC=C2CC=2C=C(C(=NC2)N2CCN(CC2)C(CN(C(OC(C)(C)C)=O)C)=O)C)OCCCC tert-butyl (2-(4-(5-((4-amino-2-butoxyimidazo[2,1-f][1,2,4]triazin-7-yl)methyl)-3-methylpyridin-2-yl)piperazin-1-yl)-2-oxoethyl)(methyl)carbamate